FC1(NCCC=2C3=CC=CC=C3NC12)C(CC1=CC=CC=C1)=O fluoro-phenylacetyl-tetrahydro-β-carboline